(4-((3-(7-(((3S,4R)-1,3-dimethylpiperidin-4-yl)amino)-3-(2,2,2-trifluoroethyl)benzo[b]thiophen-2-yl)prop-2-yn-1-yl)amino)-3-methoxyphenyl)dimethylphosphine oxide CN1C[C@@H]([C@@H](CC1)NC1=CC=CC2=C1SC(=C2CC(F)(F)F)C#CCNC2=C(C=C(C=C2)P(C)(C)=O)OC)C